amino-N-(2-morpholinooxazolo[4,5-b]pyridin-6-yl)-[2,3'-bipyridine]-6-carboxamide NC=1C(=NC(=CC1)C(=O)NC=1C=C2C(=NC1)N=C(O2)N2CCOCC2)C=2C=NC=CC2